COC(=O)N1C=NC2=C1C=C(C(=C2)C2=CC=C(C=C2)C)C2=CC=C(C=C2)C 5,6-bis(4-methylphenyl)-1H-benzimidazole-1-carboxylic acid methyl ester